3-carbonyl-3-(naphthyl)propionamide C(=O)=C(CC(=O)N)C1=CC=CC2=CC=CC=C12